2-(((tert-butoxycarbonyl)(methyl)amino)methyl)thiazole-4-carboxylic acid C(C)(C)(C)OC(=O)N(C)CC=1SC=C(N1)C(=O)O